C(C)C1=CN=C(S1)C=1C=C2C(=NC=NC2=C(C1)OC)NCC=1N=NC(=CC1)C 6-(5-ethylthiazol-2-yl)-8-methoxy-N-[(6-methylpyridazin-3-yl)methyl]quinazolin-4-amine